C1(CCC1)C1=NC=CC=C1C(C(=O)O)N1C[C@@H](CC1)OCCCCC1NC2=NC=CC=C2CC1 2-(2-Cyclobutylpyridin-3-yl)-2-((3R)-3-(4-(1,2,3,4-tetrahydro-1,8-naphthyridin-2-yl)butoxy)pyrrolidin-1-yl)acetic acid